N-(2-Bromo-3-methylphenyl)thiobenzamide BrC1=C(C=CC=C1C)NC(C1=CC=CC=C1)=S